5-(benzyloxy)-4-oxo-4H-pyran-3-carboxylic acid ethyl ester C(C)OC(=O)C1=COC=C(C1=O)OCC1=CC=CC=C1